OCC1C[C@H](N([C@H](C1)C)C(=O)OC(C)(C)C)C tert-butyl (2R,4r,6S)-4-(hydroxymethyl)-2,6-dimethylpiperidine-1-carboxylate